C(C)(C)OC(C)[N-]CC(C)C N-(1-isopropoxyethyl)isobutylamide